O=C(CCO)CCCCCCCCCCCCCCC 3-oxo-octadecanol